N1=CC(=CC=C1)CCC1=C(SC=C1)C=NO (2-(pyridin-3-yl)ethyl)thiophene-2-carbaldehyde Oxime